NC1=NC=NN2C1=C(N=C2C2CCOCC2)C2=C(C=C(CNC(C1=C(C=CC(=C1)F)OC)=O)C=C2F)OCC N-(4-(4-amino-7-(tetrahydro-2H-pyran-4-yl)imidazo[5,1-f][1,2,4]triazin-5-yl)-3-ethoxy-5-fluorobenzyl)-5-fluoro-2-methoxybenzamide